4-[(4,6-dioctylthio-1,3,5-triazin-2-yl)]-2,6-di-tert-butylphenol C(CCCCCCC)SC1=NC(=NC(=N1)SCCCCCCCC)C1=CC(=C(C(=C1)C(C)(C)C)O)C(C)(C)C